1-(4-amino-2-ethylaminomethylimidazo-[4,5-c]quinolin-1-yl)-2-methylpropan-2-ol NC1=NC=2C=CC=CC2C2=C1N=C(N2CC(C)(O)C)CNCC